(S)-tert-butyl (1-(dimethylamino)propan-2-yl)carbamate CN(C[C@H](C)NC(OC(C)(C)C)=O)C